1-(4-(4-aminopiperidin-1-yl)benzyl)-3-(4-(1-(4-bromophenyl)cyclopentyl)thiazol-2-yl)urea NC1CCN(CC1)C1=CC=C(CNC(=O)NC=2SC=C(N2)C2(CCCC2)C2=CC=C(C=C2)Br)C=C1